BrC1=NN(C=C1C(=O)C1=NOC(=C1)CC)C (3-bromo-1-methyl-1H-pyrazol-4-yl)(5-ethylisoxazol-3-yl)methanone